COC1=CC=C(C=C1)C(=C)OC(C1=CC=C(C=C1)OC)=O.FC=1C(=NC=C(C(=O)N(C)C2COCC=3NC(C=4C=C(C=CC4C32)F)=O)C1)C(F)(F)F 5-fluoro-N-(8-fluoro-6-oxo-1,4,5,6-tetrahydro-2H-pyrano[3,4-c]isoquinolin-1-yl)-N-methyl-6-(trifluoromethyl)nicotinamide 1-(4-methoxyphenyl)vinyl-4-methoxybenzoat